N=1SN=C2C1C=CC=C2 2,1,3-benzo-thiadiazole